6-(3-amino-2-methylphenyl)-5-{3-fluoro-4-[(4-methylpyrimidin-2-yl)oxy]phenyl}-7,8-dihydro-6H-imidazo[2',3':5,1]pyrrolo[2,3-d]Pyrimidine-4-amine NC=1C(=C(C=CC1)N1CCN2C1=C(C1=C2N=CN=C1N)C1=CC(=C(C=C1)OC1=NC=CC(=N1)C)F)C